BrC1=CC(=C(C=C1)C(=O)N1CCCC1)O (4-Bromo-2-hydroxyphenyl)(pyrrolidin-1-yl)methanone